2-(ethylsulfonyl)-4-(trifluoromethyl)phenyl-1-methyl-1H-imidazole-5-carboxylate C(C)S(=O)(=O)C1=C(C=CC(=C1)C(F)(F)F)OC(=O)C1=CN=CN1C